2-[6-[(2,3-dichlorophenyl)sulfonylamino]-3,3-dimethyl-2-oxo-indolin-1-yl]acetamide ClC1=C(C=CC=C1Cl)S(=O)(=O)NC1=CC=C2C(C(N(C2=C1)CC(=O)N)=O)(C)C